C(CCCCCCCCCCCCC)(=O)NCCOCCOCCNC(OC(C)(C)C)=O tert-butyl (2-(2-(2-tetradecanamidoethoxy)ethoxy)ethyl)carbamate